methyl-4-fluoroaniline CNC1=CC=C(C=C1)F